6-(3,8-diazabicyclo[3.2.1]octan-8-yl)nicotinonitrile bishydrochloride Cl.Cl.C12CNCC(CC1)N2C2=NC=C(C#N)C=C2